3-amino-N-(2,6-difluorobenzyl)-5-(4-fluorophenyl)-6-(1-methyl-6-oxo-1,6-dihydropyridin-3-yl)pyrazine-2-carboxamide NC=1C(=NC(=C(N1)C1=CC=C(C=C1)F)C1=CN(C(C=C1)=O)C)C(=O)NCC1=C(C=CC=C1F)F